O1N=C(C2=C1C=CC=C2)N2CCN(CC2)CCN2C(N1C(C=C2)=NC(=C1)C)=O 6-[2-(4-benzo[d]isoxazol-3-yl-piperazin-1-yl)-ethyl]-2-methyl-6H-imidazo[1,2-c]pyrimidin-5-one